N1N=C(C=C1)C1=CC=C2C(=CC(=NC2=C1)N)NCCC=1SC=CC1 7-(1H-pyrazol-3-yl)-N4-(2-(thiophen-2-yl)ethyl)quinoline-2,4-diamine